BrC1=CC(=CC2=C1N(C=N2)CC)OC 7-bromo-1-ethyl-5-methoxy-1H-benzo[d]imidazole